C(C)(C)(C)P(C(C)(C)C)C(C)(C)C tri(tertiary-butyl)phosphine